3-(1H-PYRROL-2-YL)PROPANOIC ACID N1C(=CC=C1)CCC(=O)O